tert-butyl 6-(4-fluorobenzyl)-3,3-dimethyl-5-oxo-2,3,4,5-tetrahydro-1H-pyrrolo[3,2-b]pyridine-1-carboxylate FC1=CC=C(CC2=CC3=C(NC2=O)C(CN3C(=O)OC(C)(C)C)(C)C)C=C1